CN(C)CC1=C(C=CC(=N1)NC=1C=CC(=C2CNC(C12)=O)C1=CN=C2N1C=CC(=C2)F)[C@@H]2COCC2 (R)-7-((6-((dimethylamino)methyl)-5-(tetrahydrofuran-3-yl)pyridin-2-yl)amino)-4-(7-fluoroimidazo[1,2-a]pyridin-3-yl)isoindolin-1-one